2,3-Dichlorooctafluorobutane ClC(C(F)(F)F)(C(C(F)(F)F)(Cl)F)F